9-cycloheptadecen-1-on C1(CCCCCCCC=CCCCCCCC1)=O